C(C)(C)C1CC=C(C1)CC(C=O)C (+)-3-(4-isopropyl-1-cyclopenten-1-yl)-2-methylpropanal